C1(CC1)N1N=CC(=C1)[C@H]1CN(CCO1)C1=NC2=NC(=C(N=C2C(=N1)C1CCC(CC1)(F)F)C)C 2-((2S)-2-(1-cyclopropyl-1H-pyrazol-4-yl)-4-morpholinyl)-4-(4,4-difluorocyclohexyl)-6,7-dimethylpteridine